CN1N=C2C=CC(=CC2=C1C)N 2,3-dimethyl-2H-indazol-5-amine